C(#N)C1=C(OC2=CC(=NC=N2)OC2=C(C=CC=C2)/C(/C(=O)OC)=C\OC)C=CC=C1 (E)-methyl 2-[2-[6-(2-cyanophenoxy) pyrimidin-4-yloxy] phenyl]-3-methoxyacrylate